8-((2-hydroxyethyl)amino)-2-methyl-5-(4-(trifluoromethyl)phenyl)-2,7-naphthyridin-1(2H)-one OCCNC=1N=CC(=C2C=CN(C(C12)=O)C)C1=CC=C(C=C1)C(F)(F)F